D-3,4-dihydroxyphenylalanine OC=1C=C(C[C@@H](N)C(=O)O)C=CC1O